ONC(C[C@@H](CC1=CC2=CC=CC=C2C=C1)N1N=NC(=C1)CNC(C1=CC(=C(C=C1)OC)OC)=O)=O N-[[1-[(1R)-3-(hydroxyamino)-1-(2-naphthylmethyl)-oxo-propyl]triazol-4-yl]methyl]-3,4-dimethoxy-benzamide